C(C)(C)C1=NOC(=N1)N1CCC(CC1)CC(C)OC=1SC2=NC(=CC=C2N1)C1=CC=C(C=C1)S(=O)(=O)C 3-isopropyl-5-(4-(2-((5-(4-(methylsulfonyl)phenyl)thiazolo[5,4-b]pyridin-2-yl)oxy)propyl)piperidin-1-yl)-1,2,4-oxadiazole